(2-carboxyethyl)phosphine HCl Cl.C(=O)(O)CCP